FC(OC1=NN(C(=C1)C)C1=NC(=CC=C1C(C)O)N1C=NC2=C1C=C(C(=C2)OC2COC2)NC=2N=NC(=CC2)C)F 1-[2-[3-(difluoromethoxy)-5-methyl-pyrazol-1-yl]-6-[6-[(6-methylpyridazin-3-yl)amino]-5-(oxetan-3-yl-oxy)benzimidazol-1-yl]-3-pyridyl]ethanol